C=1OC=CC=2C1C=CC2 5-benzofuran